tert-Butyl (2-ethyl-3-formylpyridin-4-yl)carbamate C(C)C1=NC=CC(=C1C=O)NC(OC(C)(C)C)=O